OC1=CC=C(C=C1)C1=C(C(=NS1)C)NC(O[C@H](C)C1=C(C=CC=C1)Cl)=O (1R)-1-(2-chlorophenyl)ethyl N-[5-(4-hydroxyphenyl)-3-methyl-1,2-thiazol-4-yl]carbamate